5-chloro-N2-(2-isopropoxy-5-methyl-4-(4-(piperazin-1-yl)piperidin-1-yl)phenyl)-N4-(2-(isopropylsulfonyl)phenyl)pyrimidine-2,4-diamine ClC=1C(=NC(=NC1)NC1=C(C=C(C(=C1)C)N1CCC(CC1)N1CCNCC1)OC(C)C)NC1=C(C=CC=C1)S(=O)(=O)C(C)C